2-{5-bromo-2-[(4-methoxyphenyl)methoxy]phenyl}-1,3-dioxolane BrC=1C=CC(=C(C1)C1OCCO1)OCC1=CC=C(C=C1)OC